sodium (2S,2'S,3S,3'S)-4,4'-disulfanediylbis(2,3-dihydroxybutane-1-sulfinate) S(SC[C@H]([C@@H](CS(=O)[O-])O)O)C[C@H]([C@@H](CS(=O)[O-])O)O.[Na+].[Na+]